CS(=O)(=O)\C=C/[C@@H](C)N (R,Z)-4-(Methylsulfonyl)but-3-en-2-amine